FS(C1=CC=C(C=C1)N1N=C(C2=NC=CC=C21)C#N)(F)(F)(F)F 1-(4-(pentafluoro-λ6-sulfanyl)phenyl)-1H-pyrazolo[4,3-b]pyridine-3-carbonitrile